2-[(6-methoxy-2-methyl-1,2,3,4-tetrahydroisoquinolin-7-yl)amino]-4-{[4-(trifluoromethyl)cyclohexyl]amino}pyrimidine-5-carboxamide COC=1C=C2CCN(CC2=CC1NC1=NC=C(C(=N1)NC1CCC(CC1)C(F)(F)F)C(=O)N)C